C1(CC1)[C@H]1C[C@H](N(CC1)CC1=C2C=CN(C2=C(C=C1OS(=O)(=O)C(F)(F)F)C)C(=O)OC(C)(C)C)C1=CC=C(C=C1)C(=O)OC tert-butyl 4-(((2s,4r)-4-cyclopropyl-2-(4-(methoxycarbonyl) phenyl) piperidin-1-yl) methyl)-7-methyl-5-(((trifluoromethyl) sulfonyl) oxy)-1H-indole-1-carboxylate